C1(=CC=CC=C1)C=1C(=C(N(C1)C)C)C(=O)N(CC1=C(C=CC=C1)OC)C=1C=C2C=NNC2=CC1 phenyl-N-(1H-indazol-5-yl)-N-(2-methoxybenzyl)-1,2-dimethyl-1H-pyrrole-3-carboxamide